bisphenol a bis(2-hexyl acetate) C(CCCCC)CC(=O)O.C(CCCCC)CC(=O)O.OC1=CC=C(C=C1)C(C)(C)C1=CC=C(C=C1)O